6-{1-Pyrrolidinyl[4-(trifluoromethyl)phenyl]methyl}-1,3-benzodioxol-5-ol N1(CCCC1)C(C=1C(=CC2=C(OCO2)C1)O)C1=CC=C(C=C1)C(F)(F)F